C(#C)[C@@]1(CN(CC1)C(=O)OC(C)(C)C)C (R)-tert-butyl 3-ethynyl-3-methylpyrrolidine-1-carboxylate